(S)-3-(5-(4-((1-(4-(3-hydroxy-8-isopropyl-6,7-dihydro-5H-benzo[7]annulen-9-yl)phenyl)piperidin-4-yl)methyl)piperazin-1-yl)-1-oxoisoindolin-2-yl)piperidine-2,6-dione OC1=CC2=C(C(=C(CCC2)C(C)C)C2=CC=C(C=C2)N2CCC(CC2)CN2CCN(CC2)C=2C=C3CN(C(C3=CC2)=O)[C@@H]2C(NC(CC2)=O)=O)C=C1